C(C)(C)(C)OC(=O)N1CC2(C1)CCNCC2 2-(tert-Butoxycarbonyl)-2,7-diazaspiro[3.5]nonane